6-(4-chlorobenzoylamino)chroman-3-carboxylic acid methyl ester COC(=O)C1COC2=CC=C(C=C2C1)NC(C1=CC=C(C=C1)Cl)=O